O=C1NC2=CC=C(C=C2C1=O)C#N 2,3-dioxo-1H-indole-5-carbonitrile